1-(methylsulfonyl)-4-(4,4,5,5-tetramethyl-1,3,2-dioxaborolane-2-yl)-1H-pyrazole CS(=O)(=O)N1N=CC(=C1)B1OC(C(O1)(C)C)(C)C